1-(3-(azetidin-3-yl)pyridin-4-yl)pyrrolidin-2-one N1CC(C1)C=1C=NC=CC1N1C(CCC1)=O